2,4,5-trichloro-3-nitropyridine ClC1=NC=C(C(=C1[N+](=O)[O-])Cl)Cl